3,4-(ethylenedioxythiophene) C1OC2=CSC=C2OC1